Tert.amyl hydroperoxide C(C)(C)(CC)OO